C(C)(C)(C)OC(=O)N1CCC(CC1)CCC1=CC=C(C=C1)C(O)C1=C(C=C(C=C1)Br)Cl.N(C1=CC=CC=C1)C1=CC=C(C=C1)C(=O)N1CCC(CC1)C=1NC=CN1 (4-anilinophenyl)-[4-(1H-imidazol-2-yl)-1-piperidinyl]methanone tert-butyl-4-(4-((4-bromo-2-chlorophenyl)(hydroxy)methyl)phenethyl)piperidine-1-carboxylate